N,N-Bis-(2-hydroxyethyl)-glycine OCCN(CC(=O)O)CCO